C(C)C=1C(=C(C=C(C1)C)O)C=1N=NC(=CC1)N1C[C@H](OCC1)CO 3-ethyl-2-[6-[(2S)-2-(hydroxymethyl)morpholin-4-yl]pyridazin-3-yl]-5-methylphenol